C(CN1C(=NC2=C1C=CC(=C2)C(N)=O)C=2C1=C(SC2C(=O)OCC)C=CC=C1OCC)N1C(=NC2=C1C=CC(=C2)C(N)=O)C=2C1=C(SC2C(=O)OCC)C=CC=C1OCC Diethyl 3,3'-(ethane-1,2-diylbis(5-carbamoyl-1H-benzo[d]imidazole-1,2-diyl))bis(4-ethoxybenzo[b]thiophene-2-carboxylate)